BrC1=CN=C(S1)NC(=O)C1=CC=CC=C1C1=CC=CC=C1 6-((5-bromothiazol-2-yl)carbamoyl)-[1,1'-biphenyl]